ClC1=CC(=C(C=C1)C1(CC1)C(=O)O)NC1=CC=NN1C 1-(4-chloro-2-((1-methyl-1H-pyrazol-5-yl)amino)phenyl)cyclopropane-1-carboxylic acid